3-(3-(Dimethylamino)phenyl)-3-oxopropanenitrile CN(C=1C=C(C=CC1)C(CC#N)=O)C